methyl 2-((S)-1-(6-(5-(((S)-4-(cyclopropylmethyl)-2-oxoimidazolidin-1-yl)methyl)-1-methyl-1H-1,2,3-triazol-4-yl)-2-ethylpyridin-3-yl)-5,5-difluoropiperidin-3-yl)acetate C1(CC1)C[C@@H]1NC(N(C1)CC1=C(N=NN1C)C1=CC=C(C(=N1)CC)N1C[C@H](CC(C1)(F)F)CC(=O)OC)=O